C(C)OCCOCCOCCN 2-(2-(2-ethoxyethoxy)ethoxy)ethan-1-amine